2-((5,6-diethyl-2,3-dihydro-1H-inden-2-yl)amino)-1-hydroxyethyl-8-((3,5-dimethylisoxazol-4-yl)methoxy)quinolin-2(1H)-one C(C)C=1C=C2CC(CC2=CC1CC)NCC(O)N1C(C=CC2=CC=CC(=C12)OCC=1C(=NOC1C)C)=O